C(CCCCCCCCCCCCCC)C(CCC)(N)N n-pentadecyl-butanediamine